C(C)(C)(C)OC(=O)N[C@H](C(=O)O)CNC (S)-2-((tert-Butoxycarbonyl)amino)-3-(methylamino)propanoic acid